N1(CCCC1)C=1C(C(C1NCC1=CC=C(C=C1)C1=NOC(=N1)C(F)(F)F)=O)=O 3-(pyrrolidin-1-yl)-4-((4-(5-(trifluoromethyl)-1,2,4-oxadiazol-3-yl)benzyl)amino)cyclobut-3-ene-1,2-dione